FC(CC1N(CCC2=CC(=C(C=C12)OCC)OC)C(=O)N1CCOCC1)(C1=CNC2=CC=C(C=C12)OC)F (1-(2,2-difluoro-2-(5-methoxy-1H-indol-3-yl)ethyl)-7-ethoxy-6-methoxy-3,4-dihydroisoquinolin-2(1H)-yl)(morpholinyl)methanone